methyl-(S)-3-[4-nitrophenyl]-2-tert-butoxycarbonylamino-propionic acid methyl ester COC([C@](CC1=CC=C(C=C1)[N+](=O)[O-])(NC(=O)OC(C)(C)C)C)=O